C1(=CC=CC=C1)C1CCC=C2C=CC=CC12 1-phenyl-1,2,3,8a-tetrahydronaphthalene